N[C@@H]1CC[C@H](CC1)CN1CCC(CC1)NC1=NC=NC=C1OC1=C(C(=O)N(C(C)C)CC)C=C(C=C1)F 2-((4-((1-((trans-4-aminocyclohexyl)methyl)piperidin-4-yl)amino)pyrimidin-5-yl)oxy)-N-ethyl-5-Fluoro-N-isopropylbenzamide